N-(2-hydroxybenzyl)-1-(2,5-dimethoxy-4-propylphenyl)-2-aminoethane OC1=C(CNCCC2=C(C=C(C(=C2)OC)CCC)OC)C=CC=C1